6-((3-(5-(3,5-difluorophenyl)-4,5-dihydro-1H-pyrazole-1-carbonyl)bicyclo[1.1.1]pentan-1-yl)methoxy)-5-methyl-nicotinonitrile FC=1C=C(C=C(C1)F)C1CC=NN1C(=O)C12CC(C1)(C2)COC2=NC=C(C#N)C=C2C